2-bromo-5-(10-phenylanthracen-9-yl)pyridine 5-benzyl-3-furylmethyl-(E)-(1R)-cis-2,2-dimethyl-3-(2-oxothiolan-3-ylidenemethyl)cyclopropanecarboxylate C(C1=CC=CC=C1)C1=CC(=CO1)COC(=O)[C@H]1C([C@H]1/C=C\1/C(SCC1)=O)(C)C.BrC1=NC=C(C=C1)C=1C2=CC=CC=C2C(=C2C=CC=CC12)C1=CC=CC=C1